CC(C)NS(=O)(=O)C=1C=C(C=CC1)NC1=NC(=NC2=CC=CC=C12)NC1=CC=C(C=C1)N1CCN(CC1)C N4-(3-[(1-Methylethyl)sulfamoyl]phenyl)-N2-[4-(4-methylpiperazin-1-yl)phenyl]quinazoline-2,4-diamine